CCC1=CC(=C(C=C1)O)OC p-Ethylguaiacol